1-nonyl N,N-dipentylaminoacetate C(CCCC)N(CCCCC)CC(=O)OCCCCCCCCC